ClC=1C=C(C=CC1)C(C#N)N(C)C 2-(3-chlorophenyl)-2-(dimethylamino)acetonitrile